2-(5-ethyl-2-(4-methoxycyclohex-1-en-1-yl)-6-((R)-3-methylpiperazine-1-yl)-7-oxo-[1,2,4]triazolo[1,5-a]pyrimidin-4(7H)-yl)-N-(5-fluoro-2-methyl-4-(trifluoromethyl)phenyl)acetamide C(C)C=1N(C=2N(C(C1N1C[C@H](NCC1)C)=O)N=C(N2)C2=CCC(CC2)OC)CC(=O)NC2=C(C=C(C(=C2)F)C(F)(F)F)C